2H-oxazolo[2,3-j]quinolin-5-one O1CCN2C(CC=C3C=CC=CC231)=O